triazinonitrile N1=NN=C(C=C1)C#N